tert-Butyl 3-[2-(3-cyano-5-fluoro-phenyl)ethynyl]-6,8-dihydro-5H-[1,2,4]triazolo[4,3-a]pyrazine-7-carboxylate C(#N)C=1C=C(C=C(C1)F)C#CC1=NN=C2N1CCN(C2)C(=O)OC(C)(C)C